Cl.CN1N=C2C(=C1)C(NC2)C(=O)OC methyl 2-methyl-5,6-dihydro-4H-pyrrolo[3,4-c]pyrazole-4-carboxylate hydrochloride